BrC1=CN(C2=NC=C3C(=C21)N(C(N3C([2H])([2H])[2H])=O)C3CCC(CC3)=O)S(=O)(=O)C3=CC=CC=C3 8-Bromo-3-(methyl-d3)-1-(4-oxocyclohexyl)-6-(phenylsulfonyl)-3,6-dihydroimidazo[4,5-d]pyrrolo[2,3-b]pyridin-2(1H)-one